ClC=1C(=NC=NC1)NC1=NNC2=CC(=CC=C12)C1CC12C(NC1=CC=C(C=C21)OC)=O 2-{3-[(5-chloropyrimidin-4-yl)amino]-1H-indazol-6-yl}-5'-methoxyspiro[cyclopropane-1,3'-indol]-2'(1'H)-one